O(C1=CC=CC=C1)C1=NC2=C(N=CC(=C2C=C1)O)Br 2-phenoxy-5-hydroxy-8-bromo-1,7-naphthyridine